C1(=CC=CC=C1)C(C(F)(F)F)(C(F)(F)F)C1=CC=CC=C1 2,2-diphenylhexafluoropropane